OC1(CCC(CC1)(C)C)C1=CC=NO1 5-(1-hydroxy-4,4-dimethylcyclohexyl)isoxazol